4-(4-(2-chloro-5-(methoxycarbonyl)-3-nitrophenoxy)but-2-yn-1-yl)piperazine-1-carboxylic acid tert-butyl ester C(C)(C)(C)OC(=O)N1CCN(CC1)CC#CCOC1=C(C(=CC(=C1)C(=O)OC)[N+](=O)[O-])Cl